FC1=NC(=CC=C1C1=NN2C(N=CC=C2)=C1C(=O)OCC)NC(C)C Ethyl 2-[2-fluoro-6-(propan-2-ylamino)pyridin-3-yl]pyrazolo[1,5-a]pyrimidine-3-carboxylate